NC1=NC(=CC=N1)C 2-Amino-6-methylpyrimidine